(1,3-propanediol) adipate C(CCCCC(=O)O)(=O)O.C(CCO)O